((2R)-4-(aminomethyl)tetrahydrofuran-2-yl)((S)-1-(4-fluorophenyl)-3,4-dihydroisoquinolin-2(1H)-yl)methanone NCC1C[C@@H](OC1)C(=O)N1[C@H](C2=CC=CC=C2CC1)C1=CC=C(C=C1)F